FC1(CCN(CC1)C1=NC=CC2=C1N=CN=C2)F 8-(4,4-difluoropiperidin-1-yl)pyrido[3,4-d]pyrimidine